C1(CC(C2C3C=CC(C12)C3)=O)=O 3a,4,7,7a-tetrahydro-1H-4,7-methanoindene-1,3(2H)-dione